ClC=1C=CC2=C(C(CC(O2)C(=O)NC23COC(CC2)(CC3)C=3OC(=NN3)[C@@H]3C[C@@H](C3)OC(F)(F)F)=O)C1 6-chloro-4-oxo-N-(1-{5-[cis-3-(trifluoromethoxy)cyclobutyl]-1,3,4-oxadiazol-2-yl}-2-oxabicyclo[2.2.2]oct-4-yl)-3,4-dihydro-2H-1-benzopyran-2-carboxamide